(R)-1-(2-(4,4-difluoropiperidin-1-yl)-3-fluorophenyl)ethane-1-thiol FC1(CCN(CC1)C1=C(C=CC=C1F)[C@@H](C)S)F